CC1=C(C(N(N1)C1=CC=CC=C1)=O)C=O 2,3-DIHYDRO-5-METHYL-3-OXO-2-PHENYL-1H-PYRAZOLE-4-CARBOXALDEHYDE